4-((1-(4-(2-(2-aminopyridin-3-yl)-5-(4-methyl-4H-1,2,4-triazol-3-yl)-3H-imidazo[4,5-b]pyridin-3-yl)benzyl)piperidin-4-yl)amino)pyrimidine-2-carbonitrile NC1=NC=CC=C1C1=NC=2C(=NC(=CC2)C2=NN=CN2C)N1C1=CC=C(CN2CCC(CC2)NC2=NC(=NC=C2)C#N)C=C1